[Na+].S(=O)(=O)(OCCCCCCCCCCCCCCCC)[O-] cetyl sulfate sodium salt